FC1=CC(=C(C=C1C=1C=NC(=NC1)N1CCC(CC1)(C)O)NC(=O)C1=CNC(C=C1C(F)(F)F)=O)N1C[C@H](N(CC1)C)C N-[4-fluoro-5-[2-(4-hydroxy-4-methylpiperidin-1-yl)pyrimidin-5-yl]-2-[(3R)-3,4-dimethylpiperazin-1-yl]phenyl]-6-oxo-4-(trifluoromethyl)-1H-pyridine-3-carboxamide